CN(CCN([C@H]1CC[C@H](CC1)N1C(C2=CC=CC=C2C1=O)=O)C)C cis-2-[4-[2-(dimethylamino)ethyl-methyl-amino]cyclohexyl]isoindoline-1,3-dione